(E)-(5-(2-(3-(2-cyclopropyl-6-(trifluoromethyl)pyridin-4-yl)-1H-1,2,4-triazole-1-yl)-1-(pyrimidin-5-yl)vinyl)-1,3,4-thiadiazol-2-yl)methanol C1(CC1)C1=NC(=CC(=C1)C1=NN(C=N1)/C=C(\C=1C=NC=NC1)/C1=NN=C(S1)CO)C(F)(F)F